NC=1N=C(C2=C(N1)C=CN(C2=O)CC2=CC=C(C=C2)CN2CCC2)NCCCC 2-amino-6-(4-(azetidin-1-ylmethyl)benzyl)-4-(butylamino)pyrido[4,3-d]pyrimidin-5(6H)-one